ClC1=C2C(N(C(NC2=C(C=C1)S(=O)(=O)C1=CC(=C2C=CN(C2=C1)CC(C)C)F)=O)O)=O 5-chloro-8-((4-fluoro-1-isobutyl-1H-indol-6-yl)sulfonyl)-3-hydroxyquinazoline-2,4(1H,3H)-dione